3-trifluoromethoxybenzeneAcetic acid Cerium [Ce].FC(OC=1C=C(C=CC1)CC(=O)O)(F)F